2-(3,5-Dichlorophenyl)-1,5-dimethyl-1,2-dihydro-3H-pyrazol-3-one ClC=1C=C(C=C(C1)Cl)N1N(C(=CC1=O)C)C